N-Methyl-N-(1-methylpiperidin-3-ylmethyl)-8-(4-(hydroxymethyl)phenyl)-9H-purin-6-amine CN(C1=C2N=C(NC2=NC=N1)C1=CC=C(C=C1)CO)CC1CN(CCC1)C